CC1(OB(OC1(C)C)C1=NN2C(COCC2)=C1)C 2-(4,4,5,5-tetramethyl-1,3,2-dioxaborolan-2-yl)-6,7-Dihydro-4H-pyrazolo[5,1-c][1,4]oxazine